4-(2-(diphenylphosphino)phenyl)quinoline C1(=CC=CC=C1)P(C1=C(C=CC=C1)C1=CC=NC2=CC=CC=C12)C1=CC=CC=C1